amino-6''-(trifluoromethyl)-[3,2':6',3''-terpyridine]-4'-carboxamide NC1=NC=CC=C1C1=NC(=CC(=C1)C(=O)N)C=1C=NC(=CC1)C(F)(F)F